isopropyl ((R)-(((R)-1-((2S,3S,5R)-5-(5-fluoro-2,4-dioxo-3,4-dihydropyrimidin-1(2H)-yl)-3-hydroxytetrahydrofuran-2-yl)allyl)oxy)(phenoxy)phosphoryl)-L-alaninate FC=1C(NC(N(C1)[C@H]1C[C@@H]([C@H](O1)[C@@H](C=C)O[P@@](=O)(OC1=CC=CC=C1)N[C@@H](C)C(=O)OC(C)C)O)=O)=O